C(C)(C)(C)OC(=O)N1CCC(CC1)C1=C(C=NN1CC1=CC=C(C=C1)OCC(C)C)CC1=CC=CC=C1 4-(4-benzyl-1-(4-isobutoxybenzyl)-1H-pyrazol-5-yl)piperidine-1-carboxylic acid tert-butyl ester